o-bromomandelic acid BrC1=C(C(C(=O)O)O)C=CC=C1